tert-Butyl (2S)-2-methyl-4-(3-methyl-2-oxo-1,3-benzoxazol-6-yl)piperazine-1-carboxylate C[C@@H]1N(CCN(C1)C1=CC2=C(N(C(O2)=O)C)C=C1)C(=O)OC(C)(C)C